cis-tert-butyl (3-azidocyclobutyl)carbamate N(=[N+]=[N-])[C@H]1C[C@H](C1)NC(OC(C)(C)C)=O